Z-1-bromo-1,1,4,4-tetrafluorobut-2-ene BrC(\C=C/C(F)F)(F)F